N-(2-(benzyloxy)-4-bromo-6-fluorophenyl)-2,2,2-trifluoroacetamide C(C1=CC=CC=C1)OC1=C(C(=CC(=C1)Br)F)NC(C(F)(F)F)=O